ClC1=C(C=C(C#N)C=C1)NCC1=CC(=C(C(=C1)O)N1S(NC(C1)=O)(=O)=O)F 4-chloro-3-[[3-fluoro-5-hydroxy-4-(1,1,4-trioxo-1,2,5-thiadiazolidin-2-yl)phenyl]methylamino]benzonitrile